C1(CCCCC1)NC[Si](OC)(OC)OC N-cyclohexyl(aminomethyl)trimethoxysilane